tert-Butyl 6-chloro-3-[[(1R)-1-[6-methyl-2-(2-methylindazol-5-yl)-4-oxo-chromen-8-yl]ethyl]amino]pyridine-2-carboxylate ClC1=CC=C(C(=N1)C(=O)OC(C)(C)C)N[C@H](C)C=1C=C(C=C2C(C=C(OC12)C1=CC2=CN(N=C2C=C1)C)=O)C